C(N)(=O)C1[C@H]2CN(C[C@@H]12)C1=CC2=C(C[C@@](O2)(C)CO)C=C1NC(=O)C=1C=NN2C1N=CC=C2 N-((S)-6-((1R,5S,6S)-6-carbamoyl-3-azabicyclo[3.1.0]hexan-3-yl)-2-(hydroxymethyl)-2-methyl-2,3-dihydrobenzofuran-5-yl)pyrazolo[1,5-a]pyrimidine-3-carboxamide